2-(1-(1-methylcyclopropyl)-1H-pyrazol-4-yl)cyclopentan-1-ol CC1(CC1)N1N=CC(=C1)C1C(CCC1)O